ClC=1C(=NC=NC1)C1=NNC=C1C 5-chloro-4-(4-methyl-1H-pyrazol-3-yl)pyrimidine